O1C(=NC2=C1C=CC=C2)C=2N=C(N(C(C2O)=O)C)N2[C@H](C1=CC(=CC=C1CC2)N(C(C)=O)C)C2=CC=CC=C2 N-[(1S)-2-[4-(1,3-benzoxazol-2-yl)-5-hydroxy-1-methyl-6-oxopyrimidin-2-yl]-1-phenyl-3,4-dihydro-1H-isoquinolin-7-yl]-N-methylacetamide